9-(p-chlorophenyl)acridine ClC1=CC=C(C=C1)C=1C2=CC=CC=C2N=C2C=CC=CC12